N-(3-{8-azaspiro[4.5]decane-8-carbonyl}phenyl)-4-[(E)-2-(pyridin-2-yl)vinyl]aniline C1CCCC12CCN(CC2)C(=O)C=2C=C(C=CC2)NC2=CC=C(C=C2)\C=C\C2=NC=CC=C2